CC1(C(N=CN1)(C)C)C Tetramethyl-imidazole